2-oxo-1,2,3,4-tetrahydroquinoline-6-carboxylic acid O=C1NC2=CC=C(C=C2CC1)C(=O)O